ClC=1C=C(N)C=C(C1SC=1C=NC(=C(C1)C(C)C)OC)Cl 3,5-dichloro-4-((5-isopropyl-6-methoxypyridin-3-yl)thio)aniline